(R)-N-(1-(3-fluorophenyl)piperidin-3-yl)-4-morpholino-1,3,5-triazin-2-amine FC=1C=C(C=CC1)N1C[C@@H](CCC1)NC1=NC=NC(=N1)N1CCOCC1